9-(2-naphthyl)-10-[4-(2-naphthyl)phenyl]anthracene C1=C(C=CC2=CC=CC=C12)C=1C2=CC=CC=C2C(=C2C=CC=CC12)C1=CC=C(C=C1)C1=CC2=CC=CC=C2C=C1